trans-2-nitrocinnamic acid [N+](=O)([O-])C1=C(/C=C/C(=O)O)C=CC=C1